ClC1=CC(=C(C=C1)CC(=O)C1=CNC2=CC3=C(C=C12)CCO3)OC 2-(4-chloro-2-methoxyphenyl)-1-(3,7-dihydro-2H-furo[3,2-f]indol-5-yl)ethanone